3-(4-(chloromethyl)pyridin-2-yl)piperidine-2,6-dione ClCC1=CC(=NC=C1)C1C(NC(CC1)=O)=O